2'-chloro-N-(5-(5-chloro-2-methylpyrimidine-4-carbonyl)-5,6-dihydro-4H-pyrrolo[3,4-d]thiazol-2-yl)-5'-methoxy-6-methyl-[4,4'-bipyridine]-3-carboxamide ClC1=NC=C(C(=C1)C1=C(C=NC(=C1)C)C(=O)NC=1SC2=C(N1)CN(C2)C(=O)C2=NC(=NC=C2Cl)C)OC